C(CCC)N(CCC(=O)OC)CCC(=O)OC N-butyl-bis[2-(methoxycarbonyl)ethyl]amine